3-(4-methoxyphenyl)thiazolidine-2-carboxylic acid ethyl ester C(C)OC(=O)C1SCCN1C1=CC=C(C=C1)OC